O=C1NC(CCC1N1C(C2=C(C1=O)C=C(S2)CNC(OC(C)(C)C)=O)=O)=O tert-butyl ((5-(2,6-dioxopiperidin-3-yl)-4,6-dioxo-5,6-dihydro-4H-thieno[2,3-c]pyrrol-2-yl)methyl)carbamate